ClC1=CC(=C(N=N1)NC1C[C@H]2CC[C@@H](C1)N2C(=O)OC(C)(C)C)CO (1R,3s,5S)-tert-butyl 3-(6-chloro-4-(hydroxymethyl)pyridazin-3-ylamino)-8-azabicyclo[3.2.1]octane-8-carboxylate